N-{3-[3-(4-bromophenyl)-5-phenylimidazo[4,5-b]pyridin-2-yl]pyridin-2-yl}formamide BrC1=CC=C(C=C1)N1C(=NC=2C1=NC(=CC2)C2=CC=CC=C2)C=2C(=NC=CC2)NC=O